ClC=1C=CC2=C(N=C(S2)C2CC3(CC(C3)N)C2)C1 6-(5-chloro-1,3-benzothiazol-2-yl)spiro[3.3]heptane-2-amine